FC(C1=NC(=CC2=C1CCC[C@@H]1N2C[C@H]1N1CCNCC1)N1CCC(CC1)C=1C(=NC=CC1C)C1(CC1)OC)F (7aS,8R)-4-(Difluoromethyl)-2-(4-(2-(1-methoxycyclopropyl)-4-methylpyridin-3-yl)piperidin-1-yl)-8-(piperazin-1-yl)-5,6,7,7a,8,9-hexahydroazeto[1,2-a]pyrido[3,4-f]azepine